Butyl-3-ethyl-4-hydroxy-5-methyl-pyrazol C(CCC)N1N=C(C(=C1C)O)CC